(4-bromophenyl)-3,5,6,7,8,9-hexahydro-11H-azepino[1,2-a]purin-11-one BrC1=CC=C(C=C1)C=1NC=2N=C3N(C(C2N1)=O)CCCCC3